octyl ((S)-(perfluorophenoxy)(phenoxy)phosphoryl)-L-phenylalaninate FC1=C(O[P@@](=O)(OC2=CC=CC=C2)N[C@@H](CC2=CC=CC=C2)C(=O)OCCCCCCCC)C(=C(C(=C1F)F)F)F